methyl (E)-5-(3-(3-bromo-2-oxo-5,6-dihydroxypyridin-1(2H)-yl)-3-oxoprop-1-en-1-yl)-2-methoxybenzoate BrC=1C(N(C(=C(C1)O)O)C(/C=C/C=1C=CC(=C(C(=O)OC)C1)OC)=O)=O